5-(8-((1S,2S)-2-(2'-oxo-1'-(2,2,2-trifluoroethyl)spiro[cyclobutane-1,3'-indolin]-6'-yl)cyclopropyl)imidazo[1,2-b]pyridazin-6-yl)pyrimidine-2,4(1H,3H)-dione O=C1N(C2=CC(=CC=C2C12CCC2)[C@@H]2[C@H](C2)C=2C=1N(N=C(C2)C=2C(NC(NC2)=O)=O)C=CN1)CC(F)(F)F